N-(((S)-3-(4-((1R,5S)-3-thia-8-azabicyclo[3.2.1]oct-8-yl)-3-fluorophenyl)-2-oxo-oxazolidin-5-yl)methyl)cyclopropanecarboxamide [C@H]12CSC[C@H](CC1)N2C2=C(C=C(C=C2)N2C(O[C@H](C2)CNC(=O)C2CC2)=O)F